N-[(6-Amino-2-pyridyl)sulfonyl]-6-[1-(trifluoromethyl)cyclopropyl]-2-(2,4,6-trimethylphenoxy)pyridin-3-carboxamid NC1=CC=CC(=N1)S(=O)(=O)NC(=O)C=1C(=NC(=CC1)C1(CC1)C(F)(F)F)OC1=C(C=C(C=C1C)C)C